NC1=NC2=CC(=C(C=C2C=N1)C#N)[C@H]1[C@@H](CN(CC1)C(=O)OC(C)(C)C)F |r| trans-racemic-tert-butyl 4-(2-amino-6-cyanoquinazolin-7-yl)-3-fluoropiperidine-1-carboxylate